N1C=CC2=CC=CC(=C12)CC(C(C)=O)NC(OC(C)(C)C)=O tert-butyl (1-(1H-indol-7-yl)-3-oxobutan-2-yl)carbamate